CC(=CC)C1=C(C2=CC=CC=C2C=C1)N1C(=CC=C1)P(C1=CC=CC=C1)C1=CC=CC=C1 1-(2-(but-2-en-2-yl)naphthalen-1-yl)-2-(diphenylphosphino)pyrrole